BrC=1C=CC2=C(C3C(B(O2)O)C3)C1 6-bromo-2-hydroxy-1a,7b-dihydro-1H-cyclopropa[c][1,2]benzoxaborinine